C[C@]12CC[C@H]3[C@H]([C@@H]1C[C@H](C2=O)O)CCC4=C3C=CC(=C4)O[C@H]5[C@@H]([C@H]([C@@H]([C@H](O5)C(=O)[O-])O)O)O The molecule is a steroid glucuronide anion that is the conjugate base of 16alpha-hydroxyestrone 3-O-(beta-D-glucuronide) arising from deprotonation of the carboxylic acid function; major species at pH 7.3. It is a steroid glucosiduronic acid anion and a beta-D-glucosiduronate. It derives from a 16alpha-hydroxyestrone. It is a conjugate base of a 16alpha-hydroxyestrone 3-O-(beta-D-glucuronide).